5-(3-(ethylsulfonyl)-6-(methylthio)pyridin-2-yl)-2-(trifluoromethyl)pyrazolo[1,5-a]pyrimidine C(C)S(=O)(=O)C=1C(=NC(=CC1)SC)C1=NC=2N(C=C1)N=C(C2)C(F)(F)F